FC(C(=O)O)(C(C(C(C(C(C(=O)O)(F)F)(F)F)(F)F)(F)F)(F)F)F Perfluorosuberic acid